CC1=CC=C(C=C1)S(=O)(=O)OCCCl 2-chloroethyl p-toluenesulfonate